5-methoxy-N-(5-methoxypyridin-3-yl)-1,8,10-triazatricyclo[7.4.0.02,7]trideca-2(7),3,5,8,10,12-hexaene-11-carboxamide COC=1C=CC=2N3C=CC(=NC3=NC2C1)C(=O)NC=1C=NC=C(C1)OC